(E)-4-(cycloheptyloxy)-6-(4-fluorophenylvinyl)-2-hydroxy-3-(3-methylbut-2-en-1-yl)benzoic acid C1(CCCCCC1)OC1=C(C(=C(C(=O)O)C(=C1)\C=C\C1=CC=C(C=C1)F)O)CC=C(C)C